ClC=1C=CC=C2C=CC=C(C12)C1=C(C=2N=C(N=C(C2C=N1)N1C[C@H]2CC[C@@H](C1)[NH+]2C(CC(C)=O)=O)OCC21CCC[NH+]1CCC2)F (1R,5S,8s)-3-(7-(8-chloronaphthalen-1-yl)-8-fluoro-2-((hexahydropyrrolizin-4-ium-7a(1H)-yl)methoxy)pyrido[4,3-d]pyrimidin-4-yl)-8-(3-oxobutanoyl)-3,8-diazabicyclo[3.2.1]octan-8-ium